OC(C[N+](=O)[O-])C=1C=2N(C=C(C1)C(=O)OC)C=C(N2)C methyl 8-(1-hydroxy-2-nitroethyl)-2-methylimidazo[1,2-a]pyridine-6-carboxylate